(3-methoxy-4-((8-(neopentylamino)pyrido[3,4-d]pyrimidin-2-yl)amino)phenyl)(3-methoxyazetidin-1-yl)methanone COC=1C=C(C=CC1NC=1N=CC2=C(N1)C(=NC=C2)NCC(C)(C)C)C(=O)N2CC(C2)OC